ClC1=CC(=C(C(=O)N2C[C@H](N(CC2)C2=C(C(=O)NCCN(C)C)C=C(C=C2)C=2C(=NC=CC2)OCC)CC)C=C1)C(F)(F)F 2-[(2R)-4-[4-chloro-2-(trifluoromethyl)benzoyl]-2-ethylpiperazin-1-yl]-N-[2-(dimethylamino)ethyl]-5-(2-ethoxypyridin-3-yl)benzamide